benzyl (1-(2,5-dimethoxy-4-((5,5,5-trifluoropentyl)thio)phenyl)butan-2-yl)carbamate COC1=C(C=C(C(=C1)SCCCCC(F)(F)F)OC)CC(CC)NC(OCC1=CC=CC=C1)=O